FC1(C(C1)C=1C=NN2C1N=C(N=C2NCC2=NC1=C(N2COCC[Si](C)(C)C)C=CC(=C1F)F)N1CCOCC1)F 8-(2,2-difluorocyclopropyl)-N-[(4,5-difluoro-1-{[2-(trimethylsilyl)ethoxy]methyl}-1H-benzimidazol-2-yl)methyl]-2-(morpholin-4-yl)pyrazolo[1,5-a][1,3,5]triazin-4-amine